C1(C=CC=C1)[Zr](C[Si](C)(C)C)C1C=CC=C1 bis(cyclopentadienyl)(trimethylsilyl)methylzirconium